(R)-N-(1-(3-(difluoromethyl)-2-fluorophenyl)ethyl)-7-methoxy-2-methyl-6-(1-(2-((trimethylsilyl)oxy)ethyl)piperidin-4-yl)pyrido[2,3-d]pyrimidin-4-amine FC(C=1C(=C(C=CC1)[C@@H](C)NC=1C2=C(N=C(N1)C)N=C(C(=C2)C2CCN(CC2)CCO[Si](C)(C)C)OC)F)F